(S)-4-(5-(3,5-dimethylisoxazol-4-yl)-1-(1-(pyridin-2-yl)ethyl)-1H-pyrrolo[2,3-b]pyridin-3-yl)-3-methoxy-5-(2,2,2-trifluoroethoxy)benzoic acid CC1=NOC(=C1C=1C=C2C(=NC1)N(C=C2C2=C(C=C(C(=O)O)C=C2OCC(F)(F)F)OC)[C@@H](C)C2=NC=CC=C2)C